[O].ClC(=C(F)F)F chlorotrifluoroethylene oxygen